2-(5-fluoro-2-pyridyl)-6,6-dimethyl-3-(1-methylpyrazolo[3,4-b]pyridin-4-yl)-4,7-dihydropyrazolo[5,1-c][1,4]oxazine FC=1C=CC(=NC1)C1=NN2C(COC(C2)(C)C)=C1C1=C2C(=NC=C1)N(N=C2)C